IC1=C(/C(/N=C1C1=CC=C(OCC(=O)O)C=C1)=N/C=1NC=2C3=C(CCC2C1C1=CC=CC=C1)C=C(C=C3)OC)C3=CC=CC=C3 (Z)-2-(4-(4-iodo-2-((7-methoxy-3-phenyl-4,5-dihydro-1H-benzo[g]indol-2-yl)imino)-3-phenyl-2H-pyrrol-5-yl)phenoxy)acetic acid